tert-butyl (2-(3-(((S)-1-((2S,4R)-4-hydroxy-2-((4-(4-methylthiazol-5-yl)benzyl)carbamoyl)pyrrolidin-1-yl)-3,3-dimethyl-1-oxobutan-2-yl)amino)-3-oxopropyl)benzyl)carbamate O[C@@H]1C[C@H](N(C1)C([C@H](C(C)(C)C)NC(CCC1=C(CNC(OC(C)(C)C)=O)C=CC=C1)=O)=O)C(NCC1=CC=C(C=C1)C1=C(N=CS1)C)=O